C(CCCC)=O alpha-n-pentanone